methyl 2-acetamido-5,6,7,8-tetrahydroquinoline-6-carboxylate C(C)(=O)NC1=NC=2CCC(CC2C=C1)C(=O)OC